1-((2,2-difluoropropoxy)methyl)-4-methyl-2-nitrobenzene FC(COCC1=C(C=C(C=C1)C)[N+](=O)[O-])(C)F